methyl 1-(4-(1-(2,6-dichlorophenyl)azetidin-3-yl)-2,6-dimethylbenzyl)-3-methylpiperidine-4-carboxylate ClC1=C(C(=CC=C1)Cl)N1CC(C1)C1=CC(=C(CN2CC(C(CC2)C(=O)OC)C)C(=C1)C)C